4-bromo-7-nitrocarbazole BrC1=CC=CC=2NC3=CC(=CC=C3C12)[N+](=O)[O-]